(R)-5-tert-butyl 3-ethyl 6-methyl-6,7-dihydro-2H-pyrazolo[4,3-c]pyridine-3,5(4H)-dicarboxylate C[C@@H]1CC=2C(CN1C(=O)OC(C)(C)C)=C(NN2)C(=O)OCC